2-[(1Z)-5-fluoro-1-{[6-(4-fluorophenoxy)-5-methylpyridin-3-yl]methylene}-2-methyl-1H-inden-3-yl]-N-hydroxyacetamide FC=1C=C2C(=C(/C(/C2=CC1)=C/C=1C=NC(=C(C1)C)OC1=CC=C(C=C1)F)C)CC(=O)NO